tert-butyl (3-(4-(((3S,4R)-3-fluoro-1-methylpiperidin-4-yl)amino)-1-(2,2,2-trifluoroethyl)-1H-indol-2-yl)prop-2-yn-1-yl)carbamate F[C@H]1CN(CC[C@H]1NC1=C2C=C(N(C2=CC=C1)CC(F)(F)F)C#CCNC(OC(C)(C)C)=O)C